bromo-6-nitroindoline BrN1CCC2=CC=C(C=C12)[N+](=O)[O-]